C1(CC1)C1=NC(=C(C#N)C=C1)NC1=C(C(=CC=C1)C)C 6-cyclopropyl-2-((2,3-dimethylphenyl)amino)nicotinonitrile